C(CCCCC)OC1C(=C(C(O1)=O)Cl)Cl 5-n-hexyloxy-3,4-dichloro-2(5H)furanone